C1C2N(CCN1)C(CNC2=O)=O hexahydro-2H-pyrazino[1,2-a]pyrazine-6,9-dione